2-(trifluoromethoxy)benzaldehyde FC(OC1=C(C=O)C=CC=C1)(F)F